C(#N)C=1C=C(C=CC1)C1=NN2C(N=C(C=C2)NC(CC(C)(C)O)=O)=C1C1=CC(=NC(=C1)C)C N-[2-(3-cyanophenyl)-3-(2,6-dimethyl-4-pyridinyl)pyrazolo[1,5-a]pyrimidin-5-yl]-3-hydroxy-3-methyl-butyramide